ClC1=C(C(=O)NC2=C3C=NN(C3=CC=C2)C2=CC=C(C=C2)OC(F)(F)F)C=C(C=C1)CNC(C(CO)(C)C)=O 2-chloro-5-{[(3-hydroxy-2,2-dimethylpropanoyl)amino]methyl}-N-{1-[4-(trifluoromethoxy)phenyl]-1H-indazole-4-yl}benzamide